C1=CC=CC=2C3=CC=CC=C3C(C12)COC(NCCOCCOCCOCCOCCCC(=O)O)=O 1-(9H-fluorene-9-yl)-3-oxo-2,7,10,13,16-pentaoxa-4-azanonadecan-19-carboxylic acid